3-methyl-1-(3-(1-METHYLPIPERIDIN-4-yl)propyl)-1H-indazol-6-amine CC1=NN(C2=CC(=CC=C12)N)CCCC1CCN(CC1)C